ClC1=C(C=CC=C1C1=C(C(=NC=C1)C1=CC=C2C(=CN(C2=C1)C)CNCCO)Cl)C1=CC=C(C(=N1)OC)CNC[C@@H]1CCC(N1)=O (S)-5-((((6-(2-chloro-3-(3-chloro-2-(3-(((2-hydroxyethyl)amino)methyl)-1-methyl-1H-indol-6-yl)pyridin-4-yl)phenyl)-2-methoxypyridin-3-yl)methyl)amino)methyl)pyrrolidin-2-one